C(C)(C)(C)OC(NCCNC=1C=NC(=CC1)N1N=C(C(=C1)C=1N(C(=NC1)C(NC1=CC(=C(C=C1)C(=O)N1CCNCC1)Cl)=O)C)C(F)(F)F)=O N-[2-[[6-[4-[2-[[3-Chloro-4-(piperazine-1-carbonyl)phenyl]carbamoyl]-3-methyl-imidazol-4-yl]-3-(trifluoromethyl)pyrazol-1-yl]-3-pyridyl]amino]ethyl]carbamic acid tert-butyl ester